benzyl 4-(3-(2,4-dioxotetrahydropyrimidin-1(2H)-yl)-1-(2,2,2-trifluoroethyl)-1H-indazol-6-yl)piperazine-1-carboxylate O=C1N(CCC(N1)=O)C1=NN(C2=CC(=CC=C12)N1CCN(CC1)C(=O)OCC1=CC=CC=C1)CC(F)(F)F